CC1=CC=C(C=C1)OC(=O)N1CC2=CC=CC=C2CC1 3,4-dihydroisoquinoline-2(1H)-carboxylic acid 4-methylphenyl ester